(2-bromopyrazolo[1,5-a]pyrazin-4-yl)-4,4-difluoro-pyrrolidin-3-ol BrC1=NN2C(C(=NC=C2)N2CC(C(C2)(F)F)O)=C1